C12COCC(CNC1)N2C([C@H](CNC(C)C)C2=CC=C(C=C2)Cl)=O (2S)-1-(3-oxa-7,9-diazabicyclo[3.3.1]nonan-9-yl)-2-(4-chlorophenyl)-3-(isopropylamino)propan-1-one